1-(4-methacryloxyphenyl)-2,2-dimethyl-1-propanol C(C(=C)C)(=O)OC1=CC=C(C=C1)C(C(C)(C)C)O